C(C)N1C(=NN=C1)C(C1(CC(C1)(F)F)C=1C=C(C=CC1)N1C(C2=CC(=CC(=C2C1)C(F)(F)F)CN1[C@H](CN(CC1)C)C(C)C)=O)F 2-(3-(1-((4-ethyl-4H-1,2,4-triazol-3-yl)fluoromethyl)-3,3-difluorocyclobutyl)phenyl)-6-(((S)-2-isopropyl-4-methylpiperazin-1-yl)methyl)-4-(trifluoromethyl)isoindolin-1-one